(E)-N-(2-(3-(hydroxyamino)-3-oxoprop-1-en-1-yl)phenyl)-4-(1H-pyrazol-1-yl)benzamide ONC(/C=C/C1=C(C=CC=C1)NC(C1=CC=C(C=C1)N1N=CC=C1)=O)=O